[Cl-].C(CCCCCCCCCCCCCCCCC)[N+](C)(C)CCCCCCCCCCCCCCCCCC N,N-distearyl-N,N-dimethyl-ammonium chloride